octyl methoxycinnamate (octenoate) C(C=CCCCCC)(=O)O.COC(C(=O)OCCCCCCCC)=CC1=CC=CC=C1